ClC1=C(C(=NC=C1C(=O)NC1=CC=CC=C1)F)F 4-Chloro-5,6-difluoro-N-phenylnicotinamide